1-[[5-[5-(trifluoromethyl)-1,2,4-oxadiazol-3-yl]-2-thienyl]methyl]pyrazole-4-carbaldehyde FC(C1=NC(=NO1)C1=CC=C(S1)CN1N=CC(=C1)C=O)(F)F